COCCN1CC2=C(C(CC1)(C)C)C=CC(=C2)C2=CC=C(C=C2)C(F)(F)F 2-(2-methoxyethyl)-5,5-dimethyl-8-(4-(trifluoromethyl)phenyl)-2,3,4,5-tetrahydro-1H-benzo[c]azepine